ClC=1C(=C(C=CC1)NC1=C(NC2=C1C(NCC2)=O)C2=C(C=NC=C2)OCC2=NC(=CC=C2)OC)OC 3-((3-chloro-2-methoxyphenyl)amino)-2-(3-((6-methoxypyridin-2-yl)methoxy)pyridin-4-yl)-1,5,6,7-tetrahydro-4H-pyrrolo[3,2-c]pyridin-4-one